1-((3S,4R,5R,6R)-6-(aminomethyl)-2,4,5-trihydroxytetrahydro-2H-pyran-3-yl)tetrahydropyrimidin-2(1H)-one NC[C@@H]1[C@@H]([C@@H]([C@@H](C(O1)O)N1C(NCCC1)=O)O)O